ClC=1SC(=CC1C(C(=O)OCC1=NC(=CC=C1)Br)(F)F)Cl (6-bromopyridin-2-yl)methyl 2-(2,5-dichlorothiophen-3-yl)-2,2-difluoroacetate